C(CCCCCCCCCCCCCCCCC)[Si](OCCC)(CCCCCCCCCCCCCCCCCC)CCCCCCCCCCCCCCCCCC trioctadecylpropoxysilane